ClC=1C(=C(C=CC1)NC=1C2=C(N=CN1)C=NC(=C2)N2[C@@H]1CN[C@H](C2)C1)F N-(3-chloro-2-fluoro-phenyl)-6-[(1S,4S)-2,5-diazabicyclo[2.2.1]heptan-2-yl]pyrido[3,4-d]pyrimidin-4-amine